2-(2-chlorophenyl)-5,7-dihydroxy-8-[(2R,3S)-2-(hydroxymethyl)-1-methyl-3-pyrrolidinyl]-4H-1-benzopyran-4-one, hydrochloride Cl.ClC1=C(C=CC=C1)C=1OC2=C(C(C1)=O)C(=CC(=C2[C@H]2[C@@H](N(CC2)C)CO)O)O